CC1([C@H]([C@@H]1C1=NC(=NO1)C1=CC=CC=C1)C1=C(C=C(C=C1)S(=O)(=O)N)F)C 4-[trans-2,2-dimethyl-3-(3-phenyl-1,2,4-oxadiazol-5-yl)cyclopropyl]-3-fluorobenzenesulfonamide